2-[[4-fluoro-1-[(4-methoxyphenyl)methyl]pyrazol-3-yl]amino]-N-(3-hydroxy-2,6-dimethyl-phenyl)thiazole-5-carboxamide FC=1C(=NN(C1)CC1=CC=C(C=C1)OC)NC=1SC(=CN1)C(=O)NC1=C(C(=CC=C1C)O)C